tert-butyl (R)-(1-(5-aminopyridin-3-yl)-2-methoxyethyl)carbamate NC=1C=C(C=NC1)[C@H](COC)NC(OC(C)(C)C)=O